11-[4-(4-cyanophenyl)phenoxy]undecyl 2,5-dihydroxybenzoate OC1=C(C(=O)OCCCCCCCCCCCOC2=CC=C(C=C2)C2=CC=C(C=C2)C#N)C=C(C=C1)O